CN1CCC(CC1)OC1=NC2=CC(=CC=C2N=C1)C1=CNC=2N=C(N=CC21)C=2C=C1C=CC=NC1=CC2 2-((1-methylpiperidin-4-yl)oxy)-7-(2-(quinolin-6-yl)-7H-pyrrolo[2,3-d]pyrimidin-5-yl)quinoxaline